FC(C1=C(C=CC(=C1)C(F)(F)F)C1CCC2=C(N(C1=O)C)C=CC(=C2)F)(F)F 3-(2,4-bis(trifluoromethyl)phenyl)-7-fluoro-1-methyl-4,5-dihydro-1H-benzo[b]azepin-2(3H)-one